5,5-difluoro-1-phenyl-3-(trifluoromethyl)-4,5,6,7-tetrahydro-1H-indol-4-ol FC1(C(C=2C(=CN(C2CC1)C1=CC=CC=C1)C(F)(F)F)O)F